N-(3-chlorobenzyl)-4-(2-((1-isopropyl-1H-pyrazol-5-yl)amino)-5-methylpyrimidin-4-yl)oxazole-2-carboxamide ClC=1C=C(CNC(=O)C=2OC=C(N2)C2=NC(=NC=C2C)NC2=CC=NN2C(C)C)C=CC1